(S)-2-((4-(6-chloropyridin-2-yl) Piperidin-1-yl)methyl)-1-(oxetan-2-ylmethyl)-1H-benzo[d]imidazole-6-carboxylate ClC1=CC=CC(=N1)C1CCN(CC1)CC1=NC2=C(N1C[C@H]1OCC1)C=C(C=C2)C(=O)[O-]